19-(oxan-2-yl)-8,14-dioxa-23-thia-4,10,19,20-tetraazatetracyclo[13.5.2.12,5.018,21]tricosa-1(20),2,4,15(22),16,18(21)-hexaen-9-one O1C(CCCC1)N1C=2C=CC=3OCCCNC(OCCC4=NC=C(C(=N1)C2C3)S4)=O